C(C)(C)N1C(NC2=CC(=CC=C2C1=O)C=1C=C(C(=O)N)C=CC1)=O 3-(3-isopropyl-2,4-dioxo-1,2,3,4-tetrahydroquinazolin-7-yl)benzamide